O[C@@H]1[C@@H]([C@@H](O[C@@H]([C@@H]1O)CO)OC1=CC=C(C=C1)C(\C=C\C1=CC=CC=C1)=O)NC(C)=O N-[(2S,3S,4R,5R,6R)-4,5-Dihydroxy-6-(hydroxymethyl)-2-[4-[(E)-3-phenylprop-2-enoyl]phenoxy]oxan-3-yl]acetamide